[2-[tert-butyl-(dimethyl)silyl]Oxy-1-methoxy-ethyl]Pyridin-4-amine C(C)(C)(C)[Si](OCC(OC)C1=NC=CC(=C1)N)(C)C